(2E,3E)-N-isopropyl-4-(2,6,6-trimethylcyclohex-1-en-1-yl)but-3-en-2-imine oxide C(C)(C)\[N+](=C(\C)/C=C/C1=C(CCCC1(C)C)C)\[O-]